FC(C(=O)O)(F)F.C(C1=CC=CC=C1)N(C1=CC=C(C=C1)C1=CC=C(C=C1)OC(F)(F)F)CC=1N=NNC1C(=O)O 4-((benzyl(4'-(trifluoromethoxy)-[1,1'-biphenyl]-4-yl)amino)methyl)-1H-1,2,3-triazole-5-carboxylic acid 2,2,2-trifluoroacetate